dihydro-1,5-benzoxazepin O1CCC=NC2=C1C=CC=C2